4-(3-(2-cyclohexylethoxy)benzoyl)-piperazine-1-carboxamide C1(CCCCC1)CCOC=1C=C(C(=O)N2CCN(CC2)C(=O)N)C=CC1